2-hydroxy-1,1-dimethylbutyl peroxyneoheptanoate α-cumyl-peroxyneoheptanoate C(C)(C)(C1=CC=CC=C1)OOC(CCC(C)(C)C)=O.C(CCC(C)(C)C)(=O)OOC(C(CC)O)(C)C